3-[(2R)-3-methoxy-2-[[6-oxo-5-(trifluoromethyl)-1,6-dihydropyridazin-4-yl]amino]propoxy]propanoic acid COC[C@H](COCCC(=O)O)NC=1C=NNC(C1C(F)(F)F)=O